2,4,6-tri(glycidoxymethyl)styrene (2,2-dimethyl-1,3-dioxolan-4-yl)methyl-3-vinyldecanoate CC1(OCC(O1)COC(CC(CCCCCCC)C=C)=O)C.C(C1CO1)OCC1=C(C=C)C(=CC(=C1)COCC1CO1)COCC1CO1